5-isocyanato-1-(4-isocyanatobut-1-yl)-1,3,3-trimethylcyclohexane N(=C=O)C1CC(CC(C1)(C)CCCCN=C=O)(C)C